N-(2-methoxyethyl)-N-methyl-6-(5-(trifluoromethyl)-1,2,4-oxadiazol-3-yl)imidazo[1,2-a]pyridine-2-carboxamide COCCN(C(=O)C=1N=C2N(C=C(C=C2)C2=NOC(=N2)C(F)(F)F)C1)C